COC=1C=C(C=CC1)NC(=O)C1=CC2=C(N=C(N2)C2=CC=C(C=C2)[N+](=O)[O-])C=C1 2-(4-nitro-phenyl)-3H-benzimidazole-5-carboxylic acid (3-methoxy-phenyl)-amide